(R)-5-((R)-5-acryloyl-4-methyl-4,5,6,7-tetrahydropyrazolo[1,5-a]pyrazin-2-yl)-4-(2,4-difluoro-6-(2-methoxyethoxy)phenyl)-3-fluorothieno[2,3-c]pyridin-7-yl trifluoromethanesulfonate FC(S(=O)(=O)OC=1N=C(C(=C2C1SC=C2F)C2=C(C=C(C=C2OCCOC)F)F)C2=NN1C([C@H](N(CC1)C(C=C)=O)C)=C2)(F)F